C1(CC1)C([C@@H](C(=O)NC1=NC(=C(C=C1)C=1C(=NNC1C)C)F)NC(=O)C=1N(N=CC1)CCC)C1CC1 N-[(1S)-1-(dicyclopropylmethyl)-2-[[5-(3,5-dimethyl-1H-pyrazol-4-yl)-6-fluoro-2-pyridyl]amino]-2-oxo-ethyl]-2-propyl-pyrazole-3-carboxamide